5-((1S,2S)-2-ethoxycyclopropyl)-1-(4-fluoro-3-methylbenzyl)-N3-methyl-2-oxo-1,2-dihydropyridine-3,5-dicarboxamide C(C)O[C@@H]1[C@@H](C1)C1(C=C(C(N(C1)CC1=CC(=C(C=C1)F)C)=O)C(=O)NC)C(=O)N